(3-isopropyl-1H-inden-1-yl)dimethyl-(1,5,6,7-tetrahydro-s-indacen-1-yl)silane C(C)(C)C1=CC(C2=CC=CC=C12)[Si](C1C=CC2=CC=3CCCC3C=C12)(C)C